(S)-2-amino-N-(3-fluoro-4-(6-oxo-1,6-dihydropyridazin-4-yl)phenyl)-3,3-Diphenylpropionamide hydrochloride Cl.N[C@H](C(=O)NC1=CC(=C(C=C1)C=1C=NNC(C1)=O)F)C(C1=CC=CC=C1)C1=CC=CC=C1